ClC1=C(C=CC(=C1)F)CCN1CC(C(CC1)(O)C=1C=C(C#N)C=CC1)CN(C)C 3-(1-(2-chloro-4-fluorophenylethyl)-3-((dimethylamino)methyl)-4-hydroxypiperidin-4-yl)benzonitrile